3-oxo-2,3-dihydroisoxazole O=C1NOC=C1